O=C1NC(CCC1N1C(C2=CC=CC(=C2C1)N(C1CCC(CC1)NC(OC(C)(C)C)=O)CCCC1OCCCC1)=O)=O tert-butyl ((1r,4r)-4-((2-(2,6-dioxopiperidin-3-yl)-1-oxoisoindolin-4-yl)(3-(tetrahydro-2H-pyran-2-yl)propyl)amino)cyclohexyl)carbamate